4-t-Butylcyclohexanol C(C)(C)(C)C1CCC(CC1)O